1-(4-(5-(3,5-dichlorophenyl)-5-(trifluoromethyl)-4,5-dihydroisoxazol-3-yl)-2-methylphenyl)-3-(3-(trifluoromethyl)phenyl)thiourea ClC=1C=C(C=C(C1)Cl)C1(CC(=NO1)C1=CC(=C(C=C1)NC(=S)NC1=CC(=CC=C1)C(F)(F)F)C)C(F)(F)F